ClC=1C=C(C=CC1)NC(=O)NC=1N=NC(=C(N1)C=1C=NC=CC1)C1=C(C=NC=C1)F 1-(3-chlorophenyl)-3-[6-(3-fluoro-4-pyridyl)-5-(3-pyridyl)-1,2,4-triazin-3-yl]urea